(2R,3R,4R,5S)-5-amino-2-(hydroxymethyl)oxane-3,4-diol hydrochloride Cl.N[C@@H]1[C@H]([C@H]([C@H](OC1)CO)O)O